OCC1=C(C=CC(=N1)NC=1C=CC=C2CNC(C12)=O)[C@H]1COCC1 (S)-7-((6-(hydroxymethyl)-5-(tetrahydrofuran-3-yl)pyridin-2-yl)amino)-1-oxoisoindoline